O[C@@H]1C2(CN(C2)C(=O)OC(C)(C)C)CC[C@H]1[C@@H]1N2C(C=3C=CC=CC13)=CN=C2 tert-butyl (5S,6S)-5-hydroxy-6-[(5S)-5H-imidazo[1,5-b]isoindol-5-yl]-2-azaspiro[3.4]octane-2-carboxylate